benzyl 4-(((1S,4S)-5-(3-(6-(benzyloxy)-2-hydroxy pyridin-3-yl)-1-methyl-1H-indazol-7-yl)-2,5-diazabicyclo[2.2.1]heptan-2-yl)methyl)piperidine-1-carboxylate C(C1=CC=CC=C1)OC1=CC=C(C(=N1)O)C1=NN(C2=C(C=CC=C12)N1[C@@H]2CN([C@H](C1)C2)CC2CCN(CC2)C(=O)OCC2=CC=CC=C2)C